BrC1=C2C=CC=NC2=C(C=C1)C(=O)NC1=NC=CC=N1 5-bromo-N-(pyrimidin-2-yl)quinoline-8-carboxamide